tri-tert-butyl (5S,12S,16S)-1-{(1r,4S)-4-[(tert-butoxycarbonyl)amino]cyclohexyl}-5-[(naphthalen-2-yl)methyl]-3,6,14-trioxo-2,4,7,13,15-pentaazaoctadecane-12,16,18-tricarboxylate C(C)(C)(C)OC(=O)NC1CCC(CC1)CNC(N[C@H](C(NCCCC[C@H](NC(N[C@@H](CCC(=O)OC(C)(C)C)C(=O)OC(C)(C)C)=O)C(=O)OC(C)(C)C)=O)CC1=CC2=CC=CC=C2C=C1)=O